N[C@@H]([C@@H](C(=O)NC(C(=O)O)C1CCOCC1)O)CC1=CC=CC=C1 2-[[(2S,3R)-3-amino-2-hydroxy-4-phenyl-butanoyl]amino]-2-tetrahydropyran-4-yl-acetic acid